NC1CCC(CC1)NC1=NC=C(C=N1)/C=C/C1=CC(=C(C=C1)NS(=O)(=O)C1=C(C=CC=C1)Cl)F N-(4-((E)-2-(2-(((1r,4r)-4-aminocyclohexyl)amino)pyrimidin-5-yl)vinyl)-2-fluorophenyl)-2-chlorobenzenesulfonamide